(5R)-2-[1-(2-Methoxyethyl)pyrazol-4-yl]-5-methyl-6,7-dihydro-5H-pyrazolo[5,1-b][1,3]oxazine-3-carboxylic acid COCCN1N=CC(=C1)C1=NN2C(O[C@@H](CC2)C)=C1C(=O)O